C1(CC1)N1[C@@H](CCC1=O)C(=O)NC1=C(C=CC(=C1)OC1=NC=C(C=C1)C(F)(F)F)OC (S)-1-Cyclopropyl-N-(2-methoxy-5-((5-(trifluoromethyl)pyridin-2-yl)oxy)-phenyl)-5-oxopyrrolidine-2-carboxamide